tert-butyl (R)-4-((4-([1,2,4]triazolo[1,5-a]pyridin-7-yloxy)-2-fluorophenyl)amino)-6a,7,9,10-tetrahydropyrazino[1',2':4,5][1,4]oxazino[2,3-f]quinazoline-8(6H)-carboxylate N=1C=NN2C1C=C(C=C2)OC2=CC(=C(C=C2)NC2=NC=NC1=CC=C3C(=C21)OC[C@@H]2N3CCN(C2)C(=O)OC(C)(C)C)F